4-(2-morpholinoethoxy)phenylboronic acid O1CCN(CC1)CCOC1=CC=C(C=C1)B(O)O